C(CCCCCCCCC(=O)O)(=O)O.C(CCCCCCCCCCCCCCC)(=O)O.OCC(O)CO.OCC(O)CO diglycerin palmitate sebacate